((2-((4,5-dimethylthiazol-2-yl)carbamoyl)phenyl)amino)-3-oxopropanoic acid CC=1N=C(SC1C)NC(=O)C1=C(C=CC=C1)NC(C(=O)O)C=O